CC(C(=O)O[C@H]1O[C@H]([C@]([C@@H]1OC(CC1=CC=CC=C1)=O)(C)F)N1C2=NC(=NC(=C2N=C1)NC)NC(CC1=CC=CC=C1)=O)C ((2R,3R,4R,5R)-4-fluoro-4-methyl-5-(6-(methylamino)-2-(2-phenylacetamido)-9H-purin-9-yl)-3-(2-phenylacetoxy) tetrahydrofuran-2-yl) methylpropionate